ClC=1C=C(C=CC1NC(C(C(F)(F)F)(C)O)=O)S(=O)(=O)C1=CC=C(C(=O)N(C)C)C=C1 4-(3-Chloro-4-(3,3,3-trifluoro-2-hydroxy-2-methylpropan-amido)phenylsulfonyl)-N,N-dimethylbenzamide